COCO[C@H]1[C@H](C[C@H](C1)NC(OCC1=CC=CC=C1)=O)NC(OC(C)(C)C)=O Benzyl Tert-butyl [(1R,3S,4R)-4-(methoxymethoxy)cyclopentane-1,3-diyl]biscarbamate